C(C1=CC=CC=C1)OC1CC2(C1)N=C(OC2)N2[C@H](C1=CC=CC=C1CC2)C2=CC=C(C=C2)F (S)-2-(benzyloxy)-6-(1-(4-fluorophenyl)-3,4-dihydroisoquinolin-2(1H)-yl)-7-oxa-5-azaspiro[3.4]oct-5-ene